Bis((2-oxo-1,3-dioxolan-4-yl)methyl)pyridin-2,6-dicarboxylat O=C1OCC(O1)COC(=O)C1=NC(=CC=C1)C(=O)OCC1OC(OC1)=O